methyl (S)-azetidine-2-carboxylate hydrochloride salt Cl.N1[C@@H](CC1)C(=O)OC